Methyl-(5RS)-methyl-2-(4-methylbenzyl)-3-oxo-2,3,5,6,7,8-hexahydro[1,2,4]triazolo[4,3-a]pyridin-5-carboxylat COC(=O)[C@]1(CCCC=2N1C(N(N2)CC2=CC=C(C=C2)C)=O)C |r|